FC=1C(=C(C=CC1C1=NNC=N1)C=1N=C2C(=NC1)NC(CN2[C@@H]2CC[C@H](CC2)OC)=O)C 6-(3-fluoro-2-methyl-4-(1H-1,2,4-triazol-3-yl)phenyl)-4-(trans-4-methoxycyclohexyl)-3,4-dihydropyrazino[2,3-b]pyrazin-2(1H)-one